C(CC)P(C(CC)CCCCC)C(CC)CCCCC 1-propylbis-(3-octyl)phosphine